bromo-2-(3-chloro-2-pyridinyl)-2H-pyrazole-3-carboxylic acid BrC1=C(N(N=C1)C1=NC=CC=C1Cl)C(=O)O